C(C=C)OC1=CC=C(C(=C1C1CN=C(C1)NCC(OC)OC)Cl)Cl 3-(6-(allyloxy)-2,3-dichlorophenyl)-N-(2,2-dimethoxyethyl)-3,4-dihydro-2H-pyrrol-5-amine